N1(CCC1)CC1=CC=2N(C(=C1)C=1C=C3CN(C(C3=CC1)=O)N1C(CCCC1=O)=O)C=NC2 (5-(7-(azetidin-1-ylmethyl)imidazo[1,5-a]pyridin-5-yl)-1-oxoisoindolin-2-yl)piperidine-2,6-dione